tert-butyl 4-({5-[(4-chloro-2-fluorophenyl) amino]-4-methylpyridin-3-yl} methyl)-2H,3H-pyrrolo[2,3-b]pyridine-1-carboxylate ClC1=CC(=C(C=C1)NC=1C(=C(C=NC1)CC1=C2C(=NC=C1)N(CC2)C(=O)OC(C)(C)C)C)F